(3-(((1R,3R,5R,7S)-adamantan-2-ylidene)methyl)benzo[d]isoxazol-5-yl)ethan-1-one C12C(C3CC(CC(C1)C3)C2)=CC2=NOC3=C2C=C(C=C3)C(C)=O